(2R)-2-[(3S)-3,4-dimethylpiperazin-1-yl]-N-(3-{5-fluoro-2-[(3-methoxy-1-methyl-1H-pyrazol-4-yl)amino]pyrimidin-4-yl}-1H-indol-7-yl)propanamide C[C@H]1CN(CCN1C)[C@@H](C(=O)NC=1C=CC=C2C(=CNC12)C1=NC(=NC=C1F)NC=1C(=NN(C1)C)OC)C